4-((1H-pyrazol-1-yl)methyl)-N-((2,6-dimethoxyphenyl)sulfonyl)-3-(trifluoromethoxy)benzamide N1(N=CC=C1)CC1=C(C=C(C(=O)NS(=O)(=O)C2=C(C=CC=C2OC)OC)C=C1)OC(F)(F)F